ClC1=C2C(=NC=C1OC=1C=NN3C1C=CC(=C3)OCCOC)N=C(N2C)NC=2C(N(C=C(C2)C(F)(F)F)C)=O 3-((7-chloro-6-((6-(2-methoxyethoxy)pyrazolo[1,5-a]pyridin-3-yl)oxy)-1-methyl-1H-imidazo[4,5-b]pyridin-2-yl)amino)-1-methyl-5-(trifluoromethyl)pyridin-2(1H)-one